2-(1-cyclopropylpiperidin-4-yl)-6-(2,7-dimethyl-2H-indazol-5-yl)-2,7-naphthyridin-1(2H)-one C1(CC1)N1CCC(CC1)N1C(C2=CN=C(C=C2C=C1)C1=CC2=CN(N=C2C(=C1)C)C)=O